4-hydroxy-N-(4-(4-methylthiazol-5-yl)benzyl)pyrroline-2-carboxamide formate C(=O)O.OC1C=C(NC1)C(=O)NCC1=CC=C(C=C1)C1=C(N=CS1)C